methyl-thiostyrene dimethyl-2,3-dicyclopentyl-2-cyanosuccinate COC(C(C(C(=O)OC)C1CCCC1)(C#N)C1CCCC1)=O.CSC=CC1=CC=CC=C1